2-(2-Aminopyridin-4-yl)-3-isopropyl-1H-indole-5-carboxylic acid NC1=NC=CC(=C1)C=1NC2=CC=C(C=C2C1C(C)C)C(=O)O